CNC(C(=O)NCC1=CC=C(C=C1)C1=NOC(=N1)C(F)(F)F)=O N1-methyl-N2-(4-(5-(trifluoromethyl)-1,2,4-oxadiazol-3-yl)benzyl)oxalamide